N1=C2C(=CC=C1)C[C@@H](C1=C(O2)C=CC=C1)CNC |o1:7| (S*)-1-(5,6-dihydrobenzo[6,7]oxepino[2,3-b]pyridin-6-yl)-N-methylmethanamine